(1R,2R)-2-((bis(methyl-d3)amino)methyl)-N-(3-(4-cyclopropoxy-2-methoxypyridin-3-yl)-1H-pyrrolo[2,3-b]pyridin-6-yl)cyclopropane-1-carboxamide C([2H])([2H])([2H])N(C([2H])([2H])[2H])C[C@H]1[C@@H](C1)C(=O)NC1=CC=C2C(=N1)NC=C2C=2C(=NC=CC2OC2CC2)OC